oxyl-methoxyphosphine bromide [Br-].OPOC